3,6-dihydroxy-9H-fluoren-9-one OC=1C=CC=2C(C3=CC=C(C=C3C2C1)O)=O